CC1CCC(CC1)[C@@H](C=1N=C2N(N=C(C=C2)CC2C(NC[C@@H](C2)C(F)(F)F)=O)C1)NC(OCC1=CC=CC=C1)=O benzyl ((1S)-((1R,4S)-4-methylcyclohexyl)(6-(((5R)-2-oxo-5-(trifluoromethyl)piperidin-3-yl)methyl)imidazo[1,2-b]pyridazin-2-yl)methyl)carbamate